FC=1C=CC(=C2C=C(N(C12)CCNC1=NC=NC(=C1)C1=CC=C(C=C1)C=1N=CNC1C)C#N)OC 7-Fluoro-4-methoxy-1-(2-{6-[4-(5-methyl-1H-imidazol-4-yl)-phenyl]-pyrimidin-4-ylamino}-ethyl)-1H-indole-2-carbonitrile